F.[Sn] tin hydrofluoric acid